1-(p-tolylsulfonyl)-5-(3-pyridyl)pyrrolo[2,3-b]pyridine C1(=CC=C(C=C1)S(=O)(=O)N1C=CC=2C1=NC=C(C2)C=2C=NC=CC2)C